(oxetane-3-yl)methylphenyl-di-i-propyl-oxysilane O1CC(C1)C[Si](OC(C)C)(OC(C)C)C1=CC=CC=C1